((1R,5S)-8-(2-(3,4-dihydroxy-5-methoxyphenyl)-1H-benzo[d]imidazol-5-yl)-3,8-diazabicyclo[3.2.1]octan-3-yl)(phenyl)methanone OC=1C=C(C=C(C1O)OC)C1=NC2=C(N1)C=CC(=C2)N2[C@H]1CN(C[C@@H]2CC1)C(=O)C1=CC=CC=C1